2-bromo-6-fluoro-3-iodo-4-methylbenzaldehyde BrC1=C(C=O)C(=CC(=C1I)C)F